C(C)(C)(C)C1=CC2=C(C3=CC=C(C=C3C(=C2C=C1)N(C1=CC=C(C=C1)C(C)C)C1=CC=CC=C1)C(C)(C)C)N(C1=CC=C(C=C1)C(C)C)C1=CC=CC=C1 2,6-di-tert-butyl-N,N'-diphenyl-N,N'-bis(4-isopropylphenyl)anthracene-9,10-diamine